tri-ethylene glycol di(methyl)acrylate CC(=CC(=O)OCCOCCOCCO)C